4-(2,4-Difluorophenoxy)-3-(2,6-dimethylpyridin-4-yl)aniline FC1=C(OC2=C(C=C(N)C=C2)C2=CC(=NC(=C2)C)C)C=CC(=C1)F